FC(C=1NC=NN1)(F)F 5-(trifluoromethyl)-4H-1,2,4-triazol